4-(3,5-dimethyl-1H-pyrazol-4-yl)-benzoate CC1=NNC(=C1C1=CC=C(C(=O)[O-])C=C1)C